1-(2-benzoxazolyl)-1-ethanol O1C(=NC2=C1C=CC=C2)C(C)O